C(#N)CC(C(=O)O)C1=CC=CC=C1 3-cyano-2-phenylpropanoic acid